1,1,1,3,3,3-hexafluoropropan-2-yl acetate C(C)(=O)OC(C(F)(F)F)C(F)(F)F